CN([C@H]1CN(CC1)CC=1C=C(C=C(C1)C(F)(F)F)NC(=O)C1=CSC=2CN(CCC21)CC=2C=NC=1N(C2)N=CC1)C (R)-N-(3-((3-(Dimethylamino)pyrrolidin-1-yl)methyl)-5-(trifluoromethyl)phenyl)-6-(pyrazolo[1,5-a]pyrimidin-6-ylmethyl)-4,5,6,7-tetrahydrothieno[2,3-c]pyridin-3-carboxamid